4-(4-([1,2,4]triazolo[1,5-a]pyridin-5-yl)phenyl)-N-(2-ethynyl-thiazol-4-yl)piperazine-1-carboxamide N=1C=NN2C1C=CC=C2C2=CC=C(C=C2)N2CCN(CC2)C(=O)NC=2N=C(SC2)C#C